benzyl (R)-(7-bromo-5-fluorochroman-3-yl)carbamate BrC1=CC(=C2C[C@H](COC2=C1)NC(OCC1=CC=CC=C1)=O)F